FC=1C=C(C=CC1)C1=CC(=CC=C1)C[C@H]1[C@H](CC[C@H]2CO[C@@H](C(N21)=O)C)NS(=O)(=O)C |o1:21| rel-N-{(6S,7S,9aS)-6-[(3'-fluoro[1,1'-biphenyl]-3-yl)methyl]-3-methyl-4-oxooctahydropyrido[2,1-c][1,4]oxazin-7-yl}methanesulfonamide